CN1C=CC=2C1=NC=C(C2)NC2=C(C(NC=C2)=O)C(=O)NC2=CC=C(C=C2)N2CCN(CC2)C 4-((1-Methyl-1H-pyrrolo[2,3-b]pyridin-5-yl)amino)-N-(4-(4-methylpiperazin-1-yl)phenyl)-2-oxo-1,2-dihydropyridine-3-carboxamide